5-(2-(4-(4-fluoro-2-methyl-1H-indol-5-yloxy)-6-methoxyquinolin-7-yloxy)ethyl)-5-azaspiro-[2.4]-heptan-7-ol FC1=C2C=C(NC2=CC=C1OC1=CC=NC2=CC(=C(C=C12)OC)OCCN1CC2(CC2)C(C1)O)C